FC(CC[C@@H](C(C=1SC=CN1)O)NC(OC(C)(C)C)=O)(F)F tert-butyl N-[(1S)-4,4,4-trifluoro-1-[hydroxy(thiazol-2-yl)methyl]butyl]carbamate